BrC1=C(C(=CC=2CCOC21)NC2=NC(=CC(=N2)NC)C)C N2-(7-bromo-6-methyl-2,3-dihydrobenzofuran-5-yl)-N4,6-dimethyl-pyrimidine-2,4-diamine